1-((1H-imidazol-1-yl)methyl)-N-(7-chloro-6-(1-((3R,4R)-4-hydroxy-3-methyltetrahydrofuran-3-yl)piperidin-4-yl)isoquinolin-3-yl)cyclopropane-1-carboxamide N1(C=NC=C1)CC1(CC1)C(=O)NC=1N=CC2=CC(=C(C=C2C1)C1CCN(CC1)[C@@]1(COC[C@@H]1O)C)Cl